3-butynoyl-coenzyme A C(CC#C)(=O)SCCNC(CCNC([C@@H](C(COP(OP(OC[C@@H]1[C@H]([C@H]([C@@H](O1)N1C=NC=2C(N)=NC=NC12)O)OP(=O)(O)O)(=O)O)(=O)O)(C)C)O)=O)=O